2-(5-azidotetrahydropyran-2-yl)thiazole N(=[N+]=[N-])C1CCC(OC1)C=1SC=CN1